ClC1=CC=C(OC=2C=CC=C3C(CCOC23)=NO)C=C1 8-(4-chlorophenoxy)chroman-4-one oxime